CN1N=CC(=C1)C#CC=1C=CC=C2C=C(N(C(C12)=S)C1=CC=CC=C1)[C@@H](C)NC(=O)C=1C(=NN2C1N=CC=C2)NS(N)(=O)=O (R)-N-(1-(8-((1-methyl-1H-pyrazol-4-yl)ethynyl)-2-phenyl-1-thioxo-1,2-dihydroisoquinolin-3-yl)ethyl)-2-(sulfamoylamino)pyrazolo[1,5-a]pyrimidine-3-carboxamide